O=C1NC(CCC1N1C(C2=CC=CC(=C2C1=O)NCCCC1N(CC(C1C(=O)N)C1=CC=C(C=C1)F)SCNCC)=O)=O (3-((2-(2,6-dioxopiperidin-3-yl)-1,3-dioxoisoindol-4-yl)amino)propyl)-1-(ethylaminomethylthio)-4-(4-fluorophenyl)pyrrolidine-3-carboxamide